(E)-1-[2-[2-Hydroxy-3-[2-[(E)-3-phenylprop-2-enoyl]phenoxy]propoxy]phenyl]-3-phenylprop-2-en-1-one OC(COC1=C(C=CC=C1)C(\C=C\C1=CC=CC=C1)=O)COC1=C(C=CC=C1)C(\C=C\C1=CC=CC=C1)=O